(S)-2-((4-(3-((7-acrylamido-2-azaspiro[3.5]nonan-2-yl)methyl)pyrrolidin-1-yl)Pyrimidin-5-yl)oxy)-5-fluoro-N,N-diisopropylbenzamide C(C=C)(=O)NC1CCC2(CN(C2)C[C@H]2CN(CC2)C2=NC=NC=C2OC2=C(C(=O)N(C(C)C)C(C)C)C=C(C=C2)F)CC1